2-(2-chloro-4-(trifluoromethoxy)-phenoxy)acetic acid ClC1=C(OCC(=O)O)C=CC(=C1)OC(F)(F)F